Ethyl 1-(2-(dimethylamino) ethyl)-1H-pyrazole-4-carboxylate CN(CCN1N=CC(=C1)C(=O)OCC)C